tert-butyl (5-chloro-3-ethylpyrazolo[1,5-a]pyrimidin-7-yl)(2-fluoro-4-(pyridin-2-yl)benzyl)carbamate ClC1=NC=2N(C(=C1)N(C(OC(C)(C)C)=O)CC1=C(C=C(C=C1)C1=NC=CC=C1)F)N=CC2CC